C(C1=CC=CC=C1)NC(O)=O N-benzyl-carbamic acid